FC1(CN(CC1OC)C=1C=2C(N=CN1)=NN(C2)C=2C(=NC(=NC2)OC)OC)F 4-(3,3-difluoro-4-methoxy-pyrrolidin-1-yl)-2-(2,4-dimethoxypyrimidin-5-yl)pyrazolo[3,4-d]pyrimidine